COC([C@H](O)C)=O D-Lactic acid methyl ester